bis-(2,4-difluorophenyl) diselenide FC1=C(C=CC(=C1)F)[Se][Se]C1=C(C=C(C=C1)F)F